1-isopropyl-3-(6-(4-isopropyl-4H-1,2,4-triazol-3-yl)pyridin-2-yl)-6-nitroquinolin-4(1H)-one C(C)(C)N1C=C(C(C2=CC(=CC=C12)[N+](=O)[O-])=O)C1=NC(=CC=C1)C1=NN=CN1C(C)C